C(C)(C)(C)OC(=O)N1C2(CC2)CN(CC1)C1=NC=C(C(=N1)OCC)C(NC=1C=C(C=2N(C1)C=C(N2)C)F)=O 7-(4-ethoxy-5-((8-fluoro-2-methylimidazo[1,2-a]pyridin-6-yl)carbamoyl)pyrimidin-2-yl)-4,7-diazaspiro[2.5]octane-4-carboxylic acid tert-butyl ester